Dinitrosyl-Iron N(=O)[Fe]N=O